[Br-].C(=O)(O)CCCCCCCCC[P+](C1=CC=CC=C1)(C1=CC=CC=C1)C1=CC=CC=C1 9-carboxynonyl-(triphenyl)phosphonium bromide